C(#N)C=1C=C(C=CC1C1=NC=CN=C1)NC(C(C)(C)C=1N=C(SC1)NS(=O)(=O)C1CC1)=O N-(3-cyano-4-(pyrazin-2-yl)phenyl)-2-(2-(cyclopropanesulfonamido)thiazol-4-yl)-2-methylpropanamide